8-(5-{7-[(2R)-2-Ethylpyrrolidin-1-yl]-6,7,8,9-tetrahydro-5H-benzo[7]annulen-2-yl}-1H-pyrazolo[3,4-b]pyridin-3-yl)-2,3,4,5-tetrahydro-1,4-benzoxazepin-5-one C(C)[C@H]1N(CCC1)C1CCC2=C(CC1)C=C(C=C2)C=2C=C1C(=NC2)NN=C1C1=CC2=C(C(NCCO2)=O)C=C1